2,4,6-tristyrylphenyl ether phosphate triethanolamine salt N(CCO)(CCO)CCO.P(=O)(O)(O)O.C(=CC1=CC=CC=C1)C1=C(C(=CC(=C1)C=CC1=CC=CC=C1)C=CC1=CC=CC=C1)OC1=C(C=C(C=C1C=CC1=CC=CC=C1)C=CC1=CC=CC=C1)C=CC1=CC=CC=C1